C(C1=CC=CC=C1)OC1=C(C(=O)N2CC=3C=CC=C(C3C2)C(=O)N(C)C)C(=CC(=C1C)O)O 2-(2-(benzyloxy)-4,6-dihydroxy-3-methylbenzoyl)-N,N-dimethylisoindoline-4-carboxamide